CN(C1CC2CCC(C1)N2C(=O)[O-])C=2N=NC(=CC2)C=2C=CC(=C1C=NNC21)C=2C=NN(C2)C2OCCCC2 3-[methyl(6-[4-[1-(oxan-2-yl)pyrazol-4-yl]-1H-indazol-7-yl]pyridazin-3-yl)amino]-8-azabicyclo[3.2.1]octane-8-carboxylate